(5-(2-methyl-oxazol-4-yl)-4,5-dihydro-1H-pyrazol-1-yl)methanone CC=1OC=C(N1)C1CC=NN1C=O